C(CCC)C1=CC=C(C=C1)C(=O)N[C@@H](CC1=CC=CC=C1)C(=O)O N-[(4-butylphenyl)carbonyl]phenylalanine